4-(trimethoxysilyl)-butyl azide CO[Si](CCCCN=[N+]=[N-])(OC)OC